ClC1=CC=C(C=C1)N(C(=O)OCC1CCC(CC1)COCC(=O)O)C1=CC=CC=C1 2-(((1r,4r)-4-(((4-chlorophenyl)(phenyl)carbamoyloxy)methyl)cyclohexyl)methoxy)acetic acid